2-(3-methoxypropyl)-4-(1-(methylamino)ethyl)isoquinolin-1(2H)-one COCCCN1C(C2=CC=CC=C2C(=C1)C(C)NC)=O